2-(hydroxymethyl)-4-methyl-6-oxo-1,6-dihydropyrimidin OCC=1NC(C=C(N1)C)=O